C[C@]12C(OB(O1)C1C(C1)OC(C1=CC=CC=C1)=O)C[C@H]1C([C@@H]2C1)(C)C (2-[(3aS,4S,6S)-3a,5,5-trimethylhexahydro-2H-4,6-methano-1,3,2-benzodioxaborol-2-yl]cyclopropyl)benzoate